ClC1=C(CC2=NN(C=N2)CN2CCOCC2)C=CC=C1 (2-chlorobenzyl)-1-(morpholinomethyl)-[1,2,4]triazole